3-[[(2R)-1-[6-oxo-5-(trifluoromethyl)-1,6-dihydropyridazin-4-yl]pyrrolidin-2-yl]methoxy]benzoic acid O=C1C(=C(C=NN1)N1[C@H](CCC1)COC=1C=C(C(=O)O)C=CC1)C(F)(F)F